Benzyl benzylidenecarbamate C(C1=CC=CC=C1)=NC(OCC1=CC=CC=C1)=O